N1N=C(C=C1)CC(=O)[O-] Pyrazolacetat